2-(4-Fluorophenyl)-5-{[(3R)-2-oxoazepan-3-yl]amino}[1,2,4]triazolo[1,5-c]quinazoline-7-carbonitrile FC1=CC=C(C=C1)C1=NN2C(=NC3=C(C=CC=C3C2=N1)C#N)N[C@H]1C(NCCCC1)=O